N-ethyl-2-(6-methoxynaphthalen-1-yl)-N-methylethan-1-amine C(C)N(CCC1=CC=CC2=CC(=CC=C12)OC)C